CC1=NN(C(=C1)C)C1CCC(CC1)CN1C2=NC(=NC=C2NC1=O)C1=C(C=CC=C1)C(C)C 9-(((1r,4r)-4-(3,5-dimethyl-1H-pyrazol-1-yl)cyclohexyl)methyl)-2-(2-isopropylphenyl)-7,9-dihydro-8H-purin-8-one